C(CCCCCCC)N n-Octylamine